(6-bromo-2-methylquinazolin-4-yl)-5-methyl-1,2,4-oxadiazole BrC=1C=C2C(=NC(=NC2=CC1)C)C1=NOC(=N1)C